BrC1=C(C=C(C=C1C)CP(=O)(OCC)OCC)F 2-bromo-5-(diethoxyphosphorylmethyl)-1-fluoro-3-methyl-benzene